C[C@]12CC[C@@H](C([C@@H]1CC[C@@]3([C@@H]2CC[C@@]45[C@]3(C[C@H]([C@@]6([C@H]4CC(CC6)(C)C)CO5)O)C)C)(C)C)O The molecule is a hexacyclic triterpenoid that consists of oleanane substituted by hydroxy groups at 3beta and 16alpha-position and an oxolane bridge at positions 13 and 28. It is a bridged compound, a diol, a cyclic ether and a hexacyclic triterpenoid. It derives from a hydride of an oleanane.